1-(1-acetyl-1,2,3,4-tetrahydroquinolin-6-yl)-3-(4-(6-fluorobenzo[d]isoxazol-3-yl)piperidin-1-yl)propan-1-one C(C)(=O)N1CCCC2=CC(=CC=C12)C(CCN1CCC(CC1)C1=NOC2=C1C=CC(=C2)F)=O